1-(2,4,6-Trihydroxyphenyl)ethan-1-one Tert-butyl-(4-((2S,3S)-4-bromo-5-chloro-6-fluoro-3-methyl-2-phenyl-2,3-dihydrobenzofuran-2-yl)-4-oxobutyl)carbamate C(C)(C)(C)N(C(O)=O)CCCC(=O)[C@@]1(OC2=C([C@@H]1C)C(=C(C(=C2)F)Cl)Br)C2=CC=CC=C2.OC2=C(C(=CC(=C2)O)O)C(C)=O